4-((2-(((S)-((S)-4,4-difluoro-2-methyltetrahydrofuran-2-yl)(5-fluoro-3-methylpyridin-2-yl)methyl)amino)-3,4-dioxocyclobut-1-en-1-yl)amino)-3-hydroxy-N,N-dimethylpicolinamide FC1(C[C@@](OC1)(C)[C@H](C1=NC=C(C=C1C)F)NC1=C(C(C1=O)=O)NC1=C(C(=NC=C1)C(=O)N(C)C)O)F